C(CCOCCCCOCCCN)N 4,9-dioxa-dodecane-1,12-diamine